FC1=C(C=C(C(=C1)[N+](=O)[O-])OC)N1CCN(CC1)C 1-(2-fluoro-5-methoxy-4-nitrophenyl)-4-methylpiperazine